C(=C)P([O-])([O-])=O.[Li+].C(C)(C)(C)C1=C(C(=NO1)C1=CC=C(C=C1)C(F)(F)F)C=1N=C(OC1C1=CC=C(C=C1)C)C.[Li+] (5-tert-Butyl)-4-(2-methyl-5-(p-tolyl)oxazol-4-yl)-3-(4-(trifluoromethyl)phenyl)isoxazole Lithium vinyl-phosphonate